methoxymethyl 4-((4-hydroxy-2,6-dimethyl-3-vinylbenzoyl)oxy)-2,3,5,6-tetramethylbenzoate OC1=C(C(=C(C(=O)OC2=C(C(=C(C(=O)OCOC)C(=C2C)C)C)C)C(=C1)C)C)C=C